vinylbenzylmethylmorpholinium bisulfate S([O-])(O)(=O)=O.C(=C)C1[N+](CCOC1)(C)CC1=CC=CC=C1